C(#N)C1=C(C=C(C=C1)NC(=O)N1C2CCC1CC=1C(=NC=CC12)F)C(F)(F)F N-(4-cyano-3-(trifluoromethyl)phenyl)-1-fluoro-6,7,8,9-tetrahydro-5H-5,8-epiminocyclohepta[c]pyridine-10-carboxamide